C(CCCCCCCCC\C=C/C=CCC)O (Z)-11,13-hexadecadien-1-ol